2-chloro-5-methyl-1,3,4-thiadiazole ClC=1SC(=NN1)C